Triethoxy-3-(oxiranylmethoxy)propylsilane C(C)O[Si](CCCOCC1OC1)(OCC)OCC